BrC1=C(C(=CC2=C1[C@@H]([C@](O2)(C2=CC=CC=C2)CN(C(OC(C)(C)C)=O)C)CO)F)Cl Tert-butyl (((2S,3R)-4-bromo-5-chloro-6-fluoro-3-(hydroxymethyl)-2-phenyl-2,3-dihydrobenzofuran-2-yl)methyl)(methyl)carbamate